CC1OC(CN(C1)C=1C=C2C=CC(=CC2=CC1)NC1CC2(C1)CC(C2)N)C N2-(6-(2,6-dimethylmorpholino)naphthalen-2-yl)spiro[3.3]heptane-2,6-diamine